C1(=CC=C(C=C1)C1=NOC(=N1)CSC1=NN=C(S1)C1=C(C(=O)N)C=CC(=C1)C(F)(F)F)C (5-(((3-(p-tolyl)-1,2,4-oxadiazol-5-yl)methyl)thio)-1,3,4-thiadiazol-2-yl)-4-(trifluoromethyl)benzamide